COCN1C(=NC2=C1C=CC=C2)N2C=NC(=C2)C=CC2=C(C=C(C=C2)Cl)Cl 1-methoxymethyl-2-(4-(2-(2,4-dichlorophenyl)vinyl)-1H-imidazol-1-yl)benzimidazole